C(C)OC(C(C)O[C@@H]1CC[C@H](CC1)N(CC1=CC=CC=C1)CC1=CC=CC=C1)=O 2-{[trans-4-(dibenzylamino)cyclohexyl]oxy}-propionic acid ethyl ester